3-{4-[(2-cyclopropylethyl)[(1s,4s)-4-{[(1-methanesulfonylcyclopropyl)methyl]amino}cyclohexyl]amino]-1-oxo-3H-isoindol-2-yl}piperidine-2,6-dione C1(CC1)CCN(C1=C2CN(C(C2=CC=C1)=O)C1C(NC(CC1)=O)=O)C1CCC(CC1)NCC1(CC1)S(=O)(=O)C